1-[5-(difluoromethyl)-1,3,4-thiadiazol-2-yl]-N-(1-methylcyclopropyl)-5-(2-oxa-7-azaspiro[3.5]nonan-7-yl)imidazo[1,5-a]pyridine-7-sulfonamide FC(C1=NN=C(S1)C=1N=CN2C1C=C(C=C2N2CCC1(COC1)CC2)S(=O)(=O)NC2(CC2)C)F